N-[4-(3-chloro-2-fluoro-anilino)-7-[2-[(1R,5S)-3-methyl-3-azabicyclo[3.1.0]hexane-1-yl]-ethynyl]quinazolin-6-yl]-2-(hydroxymethyl)prop-2-enamide di(hydroxyethyl)methacrylat OCCC(=C(C(=O)O)C)CCO.ClC=1C(=C(NC2=NC=NC3=CC(=C(C=C23)NC(C(=C)CO)=O)C#C[C@@]23CN(C[C@H]3C2)C)C=CC1)F